2-[6-(1-ethoxyethyl)-1,5-naphthyridin-4-yl]-3-iodo-1h,5h,6h,7h-pyrrolo[3,2-c]Pyridin-4-one C(C)OC(C)C=1N=C2C(=CC=NC2=CC1)C1=C(C=2C(NCCC2N1)=O)I